C(C)(C)(C)OC(=O)N(CC[C@@H](C(=O)OC(C)(C)C)NC(=O)OC(C)(C)C)CCCC=O (S)-tert-butyl 4-((tert-butoxycarbonyl)(4-oxobutyl)amino)-2-((tert-butoxycarbonyl)amino)butanoate